2-chloro-N-methyl-4-(1-(piperidin-4-yl)azetidin-3-ylamino)-N-(4,4,4-trifluorobutyl)benzamide hydrochloride Cl.ClC1=C(C(=O)N(CCCC(F)(F)F)C)C=CC(=C1)NC1CN(C1)C1CCNCC1